NC1=C(C=CC(=N1)N1[C@@H](CN(CC1)C(=O)OC(C)(C)C)C)[N+](=O)[O-] tert-butyl (3R)-4-(6-amino-5-nitropyridin-2-yl)-3-methylpiperazine-1-carboxylate